FC1=C2C(=CC=3N=C(OC31)CCNC(OC(C)(C)C)=O)CC(C2)C=O tert-butyl N-[2-(8-fluoro-6-formyl-6,7-dihydro-5H-cyclopenta[f][1,3]benzoxazol-2-yl)ethyl]carbamate